(E)-cyclooct-4-en-1-yl (3-aminopropyl)carbamate hydrochloride Cl.NCCCNC(OC1CC\C=C\CCC1)=O